COC=1C=C(C=CC1)CC(=O)N 2-(3-methoxy-phenyl)-acetamide